C1(CC1)C(CN1N=C(C=C1CO)C1=NC=C(C=C1)F)O cyclopropyl-2-(3-(5-fluoropyridin-2-yl)-5-(hydroxymethyl)-1H-pyrazol-1-yl)ethanol